C1=C2C(=CC3=CC=CC=C13)C(NC2=O)=O naphthalene-2,3-dicarboximide